(R)-4-(3-(3-aminopiperidine-1-carbonyl)-1-(4-cyclopropyl-2,6-difluorophenyl)-1H-pyrazole-5-yl)-2-fluorobenzonitrile N[C@H]1CN(CCC1)C(=O)C1=NN(C(=C1)C1=CC(=C(C#N)C=C1)F)C1=C(C=C(C=C1F)C1CC1)F